FC=1C=C(CNC(N(C[C@@H]2CN(CC2)C)CC2=CC=C(C=C2)F)=O)C=CC1OCC(F)(F)F (S)-3-(3-fluoro-4-(2,2,2-trifluoroethoxy)benzyl)-1-(4-fluorophenylmethyl)-1-((1-methylpyrrolidin-3-yl)methyl)urea